4-Chloro-2-fluorobenzaldehyde ClC1=CC(=C(C=O)C=C1)F